1,5-anhydro-2,3-dideoxy-3-[(4-methyl-5-{[4-(1H-pyrazol-1-yl)phenyl]methyl}-2,3-dihydro-1-benzofuran-7-carbonyl)amino]-L-threo-pentitol CC1=C(C=C(C2=C1CCO2)C(=O)N[C@H]2CCOC[C@@H]2O)CC2=CC=C(C=C2)N2N=CC=C2